CC=1NC(=C(N1)[N+](=O)[O-])CC(CC=1N=C(NC1[N+](=O)[O-])C)O 1-(2-methyl-4-nitroimidazolyl)-3-(2-methyl-5-nitroimidazolyl)-2-propanol